[Ag].[Au].[Zn].[Pb].CN(C1=CC=NC2=CC=C(C=C12)C=1C=CC(=C(C1)NC(C=C)=O)COC)C N-{5-[4-(dimethylamino)quinolin-6-yl]-2-(methoxymethyl)phenyl}prop-2-enamide lead-zinc gold-silver